ClC1=C(C(=O)NC=2C=C3C=C(N(C3=CC2)CCC)C(=O)OCC)C=C(C=C1)CNC(C(C)C)=O ethyl 5-(2-chloro-5-(isobutyrylaminomethyl) benzoylamino)-1-propyl-1H-indole-2-carboxylate